(R)-(4-methyl-6,7-dihydro-4H-pyrazolo[5,1-c][1,4]oxazin-2-yl)methanol C[C@H]1OCCN2C1=CC(=N2)CO